C(C)(=O)OCCC1=NC(=NC(=C1C1OCCO1)Cl)Cl 2-(2,6-Dichloro-5-(1,3-dioxolan-2-yl)pyrimidin-4-yl)ethyl acetate